Itaconic acid bis(2,4-dimethylpentyl) ester CC(COC(C(=C)CC(=O)OCC(CC(C)C)C)=O)CC(C)C